O=C1OC(CC12CCCC2)CC(=O)OCC2=CC=CC=C2 Benzyl 2-(1-Oxo-2-oxaspiro[4.4]nonan-3-yl)acetate